N-(4-(3-(pyridin-4-ylmethyl)ureido)phenyl)-1-(2-(trifluoromethoxy)phenyl)methanesulfonamide N1=CC=C(C=C1)CNC(NC1=CC=C(C=C1)NS(=O)(=O)CC1=C(C=CC=C1)OC(F)(F)F)=O